C(C1=CC=CC=C1)OC=1C=CC2=C(C(=C(O2)C)C(=O)N[C@H]2C[C@H](NC2)C(=O)OC)C1 methyl (2S,4S)-4-(5-(benzyloxy)-2-methylbenzofuran-3-carboxamido)pyrrolidine-2-carboxylate